7-(benzyloxy)-6-(methoxycarbonyl)thieno[3,2-c]pyridine 5-oxide C(C1=CC=CC=C1)OC=1C2=C(C=[N+](C1C(=O)OC)[O-])C=CS2